1-[2-chloro-4-(trifluoromethyl)phenyl]ethanone ClC1=C(C=CC(=C1)C(F)(F)F)C(C)=O